1,1,1,3,3,3-hexafluoropropan-2-yl (S)-1-((pyridazin-3-ylmethyl)carbamoyl)-6-azaspiro[2.5]octane-6-carboxylate N1=NC(=CC=C1)CNC(=O)[C@H]1CC12CCN(CC2)C(=O)OC(C(F)(F)F)C(F)(F)F